2-(tert-butyl)-4-chloro-5-((4-((2-fluoroethoxy)methyl)-2-methoxybenzyl)oxy)pyridazin-3(2H)-one C(C)(C)(C)N1N=CC(=C(C1=O)Cl)OCC1=C(C=C(C=C1)COCCF)OC